2-[4-(dibenzothiophen-4-yl)phenyl]-1-phenyl-1H-benzimidazole C1=CC=C(C=2SC3=C(C21)C=CC=C3)C3=CC=C(C=C3)C3=NC2=C(N3C3=CC=CC=C3)C=CC=C2